N-(4-((5-(4-hydroxy-3-methylphenyl)-1H-pyrazol-3-yl)amino)phenyl)acetamide OC1=C(C=C(C=C1)C1=CC(=NN1)NC1=CC=C(C=C1)NC(C)=O)C